3-amino-5-(3-chlorophenyl)-1,2,4-triazin-6-yl-2,6-dimethylbenzonitrile NC=1N=NC(=C(N1)C1=CC(=CC=C1)Cl)C=1C(=C(C#N)C(=CC1)C)C